C(C)(C)N1CCN(CC1)C(=O)C=1C=C(NC1C1=C(C=CC=C1)[N+](=O)[O-])C1=CC=C(C=C1)C(F)(F)F (4-isopropylpiperazin-1-yl)(5-(2-nitrophenyl)-2-(4-(trifluoromethyl)phenyl)Azol-4-yl)methanone